NC1CN(C1)C=1C=CC=2N=CN=C(C2N1)NC1=C(C(=C(C=C1)Cl)Cl)F 6-(3-aminoazetidin-1-yl)-N-(3,4-dichloro-2-fluoro-phenyl)pyrido[3,2-d]pyrimidin-4-amine